tert-butyl ((4S)-5-(3-(4-cyanophenyl)-5-fluoro-1H-indole-2-carboxamido)-2-((triisopropylsilyl)oxy)pentane-1,4-diyl)dicarbamate C(#N)C1=CC=C(C=C1)C1=C(NC2=CC=C(C=C12)F)C(=O)NC[C@H](CC(CNC(OC(C)(C)C)=O)O[Si](C(C)C)(C(C)C)C(C)C)NC([O-])=O